(hydroxymethyl-phosphoryl)-2-carbonyl-butyric acid OCP(=O)=C(C(C(=O)O)=C=O)C